C(#C)C=1C=C(C=CC1)NC1=NC=NC2=CC(=C(C=C12)OCCCCCCC(=O)NO)OC 7-((4-((3-ethynylphenyl)amino)-7-methoxy-quinazolin-6-yl)oxy)-N-hydroxyheptanamide